C(CCCCCCC)N1C=CC2=CC=CC=C12 1-n-octyl-indole